Cl[Ir-3](C1=C(C=CC=C1)C1=NC=CC=C1)(C1=C(C=CC=C1)C1=NC=CC=C1)(C1=C(C=CC=C1)C1=NC=CC=C1)(C1=C(C=CC=C1)C1=NC=CC=C1)Cl dichlorotetrakis[2-(2-pyridyl)phenyl]iridium (III)